CC1=C(C(=CC2=C1OC(=O)C3=C(C(=C(C(=C3O2)C=O)O)Cl)C)O)CC=C(C)C The molecule is a member of the class of depsidones that is 11H-dibenzo[b,e][1,4]dioxepine substituted by a chloro group at position 2, hydroxy groups at position 3 and 7, methyl group at positions 1 and 9, a prenyl group at position 8, an oxo group at position 11 and a formyl group at position 4. Isolated from Chaetomium brasiliense it exhibits cytotoxic activity. It has a role as an antimalarial and an antineoplastic agent. It is an aldehyde, a member of depsidones, an organic heterotricyclic compound, a polyphenol and an organochlorine compound.